(1R,2S)-2-hydroxy-8-iodo-1,2,3,4-tetrahydronaphthalen-1-yl carbamate C(N)(O[C@H]1[C@H](CCC2=CC=CC(=C12)I)O)=O